ferrocenic acid chloride [C-]1(C=CC=C1)C(=O)Cl.[CH-]1C=CC=C1.[Fe+2]